C(CCCCCCCCCCC)NCCCCCCCCCCCC di(n-dodecyl)amine